Ammonium 4,4-difluoroeicosyl (R)-(((1-(6-amino-9H-purin-9-yl) propan-2-yl) oxy) methyl) phosphonate P(OCCCC(CCCCCCCCCCCCCCCC)(F)F)(OCO[C@@H](CN1C2=NC=NC(=C2N=C1)N)C)=O.[NH4+]